7-[5-chloranyl-2-[2-[6-(4-methoxy-1-piperidyl)-2-methyl-4-oxidanylidene-5,6,7,8-tetrahydroquinazolin-3-yl]ethoxy]phenyl]-5-methyl-thieno[3,2-b]pyridine-3-carboxylic acid ClC=1C=CC(=C(C1)C1=C2C(=NC(=C1)C)C(=CS2)C(=O)O)OCCN2C(=NC=1CCC(CC1C2=O)N2CCC(CC2)OC)C